dibenzo[4,5:6,7]cyclohepta[1,2,3-di]naphthalene C1=CC=C2C=CC=C3C2=C1C1=C(C2=C3C=CC=C2)C=CC=C1